bis-(2-hydroxy-5-aminophenyl)methane OC1=C(C=C(C=C1)N)CC1=C(C=CC(=C1)N)O